4-(7-(6-(Bis(4-methoxybenzyl)amino)-3-iodo-4-methylpyridin-2-yl)-6-chloro-2,8-difluoroquinazolin-4-yl)piperazine-1-carboxylic acid tert-butyl ester C(C)(C)(C)OC(=O)N1CCN(CC1)C1=NC(=NC2=C(C(=C(C=C12)Cl)C1=NC(=CC(=C1I)C)N(CC1=CC=C(C=C1)OC)CC1=CC=C(C=C1)OC)F)F